[Fe].N1=C(C(=CC=C1)C(=O)N)C1=NC=CC=C1 Bipyridineamide iron